L-(-)-2-Amino-1-butanol CC[C@H](CO)N